ClC1=C(C=CC=C1C1=C(C(=NC=C1)C1=CC(=C(C=C1)CNC[C@H]1NC(CC1)=O)OC)Cl)NC(=O)C1=NC=C(C(=O)O)C=C1 (S)-6-((2-chloro-3-(3-chloro-2-(3-methoxy-4-((((5-oxopyrrolidin-2-yl)methyl)amino)methyl)phenyl)pyridin-4-yl)phenyl)carbamoyl)nicotinic acid